4-(4-fluoro-5-hydroxy-6-methoxy-isoindolin-2-yl)-4-oxobutan FC1=C2CN(CC2=CC(=C1O)OC)C(CCC)=O